COC(=CN1C(=CC(C=C1C)=O)C)C1=CC=CC=C1 (methoxyphenylvinyl)-2,6-dimethylpyridin-4(1H)-one